COC(=O)C1=NN(C(=N1)Br)C 5-bromo-1-methyl-1H-[1,2,4]triazole-3-carboxylic acid methyl ester